7-fluoro-N-methyl-[1,2,4]triazolo[4,3-a]quinazolin-5-amine FC=1C=C2C(=NC=3N(C2=CC1)C=NN3)NC